9-chloro-7-{5-fluoropyrrolo[2,3-b]pyridin-1-yl}-4-[(2-methoxypyrimidin-5-yl)methyl]-3,5-dihydro-2H-1,4-benzoxazepine ClC1=CC(=CC=2CN(CCOC21)CC=2C=NC(=NC2)OC)N2C=CC=1C2=NC=C(C1)F